(2R,6R)-N-{2-benzyl-2-azaspiro[3.3]heptan-6-yl}-2,6-dimethyl-4-[6-(trifluoromethyl)pyrazin-2-yl]piperazine-1-carboxamide C(C1=CC=CC=C1)N1CC2(C1)CC(C2)NC(=O)N2[C@@H](CN(C[C@H]2C)C2=NC(=CN=C2)C(F)(F)F)C